C(CCC)C=1N=C(NC1)I butylimidazolyl iodide